2-((6-(trifluoromethyl)pyridazin-3-yl)oxy)ethan-1-one FC(C1=CC=C(N=N1)OCC=O)(F)F